4-chloro-5-(4-chlorophenyl)-1-[[4-[5-(trifluoromethyl)-1,2,4-oxadiazol-3-yl]phenyl]methyl]pyrazole-3-carbonitrile ClC=1C(=NN(C1C1=CC=C(C=C1)Cl)CC1=CC=C(C=C1)C1=NOC(=N1)C(F)(F)F)C#N